(Z)-3-(4-chlorophenyl)-4-phenyl-N-((4-(trifluoromethyl)phenyl)sulfonyl)-4,5-dihydro-1H-pyrazole-1-carbimidoyl chloride ClC1=CC=C(C=C1)C1=NN(CC1C1=CC=CC=C1)/C(=N/S(=O)(=O)C1=CC=C(C=C1)C(F)(F)F)/Cl